C(C)(=O)N1[C@H](CCC2=CC(=CC=C12)C1=CC=C(CNC(=O)C2=NN3C(C(=NC(=C3)C=3C=NC(=NC3)N)N3CCOCC3)=C2)C=C1)C (S)-N-(4-(1-acetyl-2-methyl-1,2,3,4-tetrahydroquinolin-6-yl)benzyl)-6-(2-aminopyrimidin-5-yl)-4-morpholinopyrazolo[1,5-a]pyrazine-2-carboxamide